6-(5-aminothiophene-2-yl)-1-[(2,6-difluorophenyl)methyl]-5-[(dimethylamino)methyl]-3-(6-methoxypyridazin-3-yl)thiophene NC1=CC=C(S1)C1(C=CC(=NN1)C1=CS(C(=C1)CN(C)C)CC1=C(C=CC=C1F)F)OC